OC(CC1=CC=C(C=C1)O)C 4-(2-hydroxypropyl)phenol